C(C1=CC=CC=C1)OC=1C(=C(C=C(C1)C1=C(C=CC(=C1)C)S(=O)(=O)[O-])C1=C(C=CC(=C1)C)S(=O)(=O)[O-])C(=O)N1CC2=CC=CC(=C2C1)O 5-(Benzyloxy)-4-(4-hydroxyisoindoline-2-carbonyl)-1,3-phenylene-bis(4-methylbenzenesulfonate)